FC1=C(C=CC(=C1)OC1=NN(C=C1)C=1C=NC(=NC1)OC)NC(OC(C)(C)C)=O tert-Butyl (2-fluoro-4-{[1-(2-methoxypyrimidin-5-yl)-1H-pyrazol-3-yl]oxy}phenyl)carbamate